2-chloro-1-(5-chloro-1H-pyrrolo[2,3-b]pyridin-3-yl)ethan-1-one ClCC(=O)C1=CNC2=NC=C(C=C21)Cl